CC=1C=C(C=CC1)C1=CC(=CC=C1)C[C@@H]1N(CCC[C@@H]1NS(=O)(=O)C)C(=O)OC methyl cis-2-((3'-methylbiphenyl-3-yl)methyl)-3-((methylsulfonyl)amino)piperidine-1-carboxylate